4-hydroxybutyl L-tryptophanate N[C@@H](CC1=CNC2=CC=CC=C12)C(=O)OCCCCO